t-butyl (2,5-dimethyl-3-(4,4,5,5-tetramethyl-1,3,2-dioxaborolan-2-yl)phenyl)carbamate CC1=C(C=C(C=C1B1OC(C(O1)(C)C)(C)C)C)NC(OC(C)(C)C)=O